C1=CC(=C2C=CC=C3C4=CC=CC5=CC=CC(C1=C23)=C45)/C=C/C(=O)OC(C)(C)C tert-butyl ((E)-3-(perylene-3-yl) acrylate)